BrC=1N=C(SC1)\C(\C)=N/S(=O)C(C)(C)C (Z)-N-(1-(4-bromothiazol-2-yl)ethylidene)-2-methylpropane-2-sulfinamide